CS(=O)(=O)N1CCN(CC1)C([C@H](CCC(=O)OC)NC(=O)C1=CC=C(C=C1)C1=CC=CC=C1)=O Methyl (4S)-5-(4-methanesulfonylpiperazin-1-yl)-5-oxo-4-[(4-phenylphenyl)formamido]pentanoate